C(C1=CC=CC=C1)SC1=NN(N=C1)C 4-(Benzylthio)-2-methyl-2H-1,2,3-triazole